methyl N-[5-[6-[2-(4-fluorophenyl)pyrazol-3-yl]imidazo[1,2-a]pyridin-3-yl]-2-pyridyl]carbamate FC1=CC=C(C=C1)N1N=CC=C1C=1C=CC=2N(C1)C(=CN2)C=2C=CC(=NC2)NC(OC)=O